COC1=C(C=C2C(=NC=NC2=C1)NC1=C(C=CC(=C1)C=1C=C2C(=NC1)N(N=C2)C)OC)OC2CN(C2)C(C=C)=O 1-(3-((7-methoxy-4-((2-methoxy-5-(1-methyl-1H-pyrazolo[3,4-b]pyridin-5-yl)phenyl)amino)quinazolin-6-yl)oxy)azetidin-1-yl)prop-2-en-1-one